CC(CC1CCNCC1)(C)NC(OCC1=CC=CC=C1)=O benzyl (2-methyl-1-(piperidin-4-yl)propan-2-yl)carbamate